CC=1C(=C(C=C(C1)C)O)C=1N=NC(=CC1)N1C[C@@]2(CC1)N(CCOC2)C 3,5-dimethyl-2-[6-[(5R)-6-methyl-9-oxa-2,6-diazaspiro[4.5]decan-2-yl]pyridazin-3-yl]phenol